C(C=C)(=O)NC1=C(C=C(C(=C1)N)OC)N(CCN(C(OCC1=CC=CC=C1)=O)C(C)C)C benzyl (2-((2-acrylamido-4-amino-5-methoxyphenyl)(methyl)amino)ethyl)(isopropyl)carbamate